1-butyl-1-methyl-pyrrolidinium tetrafluoroborate F[B-](F)(F)F.C(CCC)[N+]1(CCCC1)C